4-(methylthio)-m-cresol CSC=1C(=CC(=CC1)O)C